sulphinoalanine S(=O)(O)N[C@@H](C)C(=O)O